C(C)(C)(C)C=1SC2=C(N1)C(CC1(CCN(CC1)C(=O)C1=CC3=CC=CC=C3C(=C1)C)C2)=O 2-(tert-butyl)-1'-(4-methyl-2-naphthoyl)-5H-spiro[benzo[d]thiazol-6,4'-piperidin]-4(7H)-one